ClC1=CC=C(C=C1)[C@H]1CC[C@H]2N(CCN(C2)C(=O)C2=C(C(=CC=C2)Cl)C)C1 [(7R,9aR)-7-(4-chlorophenyl)-1,3,4,6,7,8,9,9a-octahydropyrido[1,2-a]pyrazin-2-yl]-(3-chloro-2-methylphenyl)methanone